D-Threonic Acid O=C([C@@H](O)[C@H](O)CO)O